N(N)C(=O)[C@H](CC(C)C)NC(OCC1=CC=CC=C1)=O benzyl N-[(1S)-1-(hydrazinecarbonyl)-3-methyl-butyl]carbamate